FC(C(=O)N1CC2(C3C(CCC2=O)C3)C1)(F)F 1-(2,2,2-trifluoroacetyl)spiro[azetidine-3,2'-norcarane]-3'-one